4-methoxybenzyl-3-((E)-3-(4-nitrophenyl)allylidene)indolin-2-one COC1=CC=C(CN2C(C(C3=CC=CC=C23)=C\C=C\C2=CC=C(C=C2)[N+](=O)[O-])=O)C=C1